C(C1=CC=CC=C1)OC1CC(C1)CCOC1CN(C1)C(=O)OC(C)(C)C tert-butyl 3-[2-(3-benzyloxycyclobutyl)ethoxy]azetidine-1-carboxylate